(4R)-4-[3-[6-(3-cyclopropyl-1,2,4-triazol-1-yl)-2-azaspiro[3.3]heptan-2-yl]-3-oxo-propyl]oxazolidin-2-one C1(CC1)C1=NN(C=N1)C1CC2(CN(C2)C(CC[C@H]2NC(OC2)=O)=O)C1